The molecule is an amino nonasaccharide derivative that is beta-D-Man-(1->4)-beta-D-GlcNAc-(1->4)-GlcNAc in which the mannosyl group is substituted at position 3 by a beta-D-GlcNAc-(1->2)-alpha-D-Man group and at position 6 by an alpha-Neu5Ac-(2->6)-beta-D-Gal-(1->4)-beta-D-GlcNAc-(1->2)-alpha-D-Man group. It has a role as an epitope. It is an amino nonasaccharide and a glucosamine oligosaccharide. CC(=O)N[C@@H]1[C@H](C[C@@](O[C@H]1[C@@H]([C@@H](CO)O)O)(C(=O)O)OC[C@@H]2[C@@H]([C@@H]([C@H]([C@@H](O2)O[C@@H]3[C@H](O[C@H]([C@@H]([C@H]3O)NC(=O)C)O[C@H]4[C@H]([C@@H]([C@H](O[C@@H]4OC[C@@H]5[C@H]([C@@H]([C@@H]([C@@H](O5)O[C@@H]6[C@H](O[C@H]([C@@H]([C@H]6O)NC(=O)C)O[C@@H]7[C@H](O[C@H]([C@@H]([C@H]7O)NC(=O)C)O)CO)CO)O)O[C@@H]8[C@H]([C@H]([C@@H]([C@H](O8)CO)O)O)O[C@H]9[C@@H]([C@H]([C@@H]([C@H](O9)CO)O)O)NC(=O)C)O)CO)O)O)CO)O)O)O)O